FC(C(=O)O)(F)F.FC1=C(C=C(C=C1)NC(C=C)=O)NC1=NC(=NC=C1C=1C=NC=NC1)NC=1C=NN(C1)C N-(4-fluoro-3-((2-((1-methyl-1H-pyrazol-4-yl)amino)-[5,5'-bipyrimidin]-4-yl)amino)phenyl)acrylamide trifluoroacetate